3-fluoro-5-(isopropylamino)-4-nitrobenzonitrile FC=1C=C(C#N)C=C(C1[N+](=O)[O-])NC(C)C